ClC1=C(C(=O)NC=2C(=NC=CC2)C(=O)N)C(=CC(=C1)Cl)OC1=C(C(=C(C=C1)OC(F)(F)F)F)OC([2H])([2H])[2H] [[2,4-Dichloro-6-[3-fluoro-2-(trideuteriomethoxy)-4-(trifluoromethoxy)phenoxy]benzoyl]amino]pyridine-2-carboxamide